3,3-dimethyloctane CC(CC)(CCCCC)C